phenyl 1,4-cyclohexanedicarboxylate C1(CCC(CC1)C(=O)[O-])C(=O)OC1=CC=CC=C1